C1(CC1)CNC(=O)N 1-(cyclopropylmethyl)urea